bis(1,3-diethylcyclopentadienyl)-zirconium dichloride [Cl-].[Cl-].C(C)C1(C=C(C=C1)CC)[Zr+2]C1(C=C(C=C1)CC)CC